O=C1N(CCC(N1)=O)N1C=NC=C1 3-(2,4-dioxotetrahydropyrimidin-1(2H)-yl)imidazole